C(C1=CC=CC=C1)N1C2=C(OC[C@H](C1)O)C=CC(=C2)N(CC2=CC=CC=C2)CC2=CC=CC=C2 (S)-5-benzyl-7-(dibenzylamino)-2,3,4,5-tetrahydro-benzo[b][1,4]oxazepin-3-ol